FC1=CC=CC=2N(C=NC21)C(=O)NCCC2=CC=CC=C2 4-Fluoro-N-phenethyl-1H-benzo[d]imidazole-1-carboxamide